4-(4-((6-(2H-1,2,3-triazol-2-yl)-5-(trifluoromethyl)pyridin-3-yl)carbamoyl)-5-chloro-2-fluorophenyl)-3-amino-5-ethynylpyridinamide N=1N(N=CC1)C1=C(C=C(C=N1)NC(=O)C1=CC(=C(C=C1Cl)C1=C(C(=NC=C1C#C)C(=O)N)N)F)C(F)(F)F